tungsten tri-oxide [W](=O)(=O)=O